N-[(3,5-difluoropyridin-2-yl)methyl]-2-[3-({[1-(trifluoromethyl)cyclopropyl]methoxy}methyl)[1,4'-bipiperidin]-1'-yl]-1,3-thiazole-5-carboxamide FC=1C(=NC=C(C1)F)CNC(=O)C1=CN=C(S1)N1CCC(CC1)N1CC(CCC1)COCC1(CC1)C(F)(F)F